5-(cyanomethylene)hexahydrocyclopenta[c]pyrrole-2(1H)-carboxylic acid tert-butyl ester C(C)(C)(C)OC(=O)N1CC2C(C1)CC(C2)=CC#N